1-(1-(6,7-difluoro-1-oxo-1,2-dihydroisoquinolin-4-yl)ethyl)-1-methyl-3-(3,4,5-trifluorophenyl)urea FC=1C=C2C(=CNC(C2=CC1F)=O)C(C)N(C(=O)NC1=CC(=C(C(=C1)F)F)F)C